(2S)-2-[(1-azido-12-oxo-3,6,9-trioxadodec-12-yl)amino]-3-methoxypropanoate N(=[N+]=[N-])CCOCCOCCOCCC(=O)N[C@H](C(=O)[O-])COC